5-(8-((4-(4-amino-3-(4-phenoxyphenyl)-1H-pyrazolo[3,4-d]pyrimidin-1-yl)-3-fluorocyclohexyl)methyl)-3,8-diazabicyclo[3.2.1]octan-3-yl)-2-(2,6-dioxopiperidin-3-yl)isoindoline-1,3-dione NC1=C2C(=NC=N1)N(N=C2C2=CC=C(C=C2)OC2=CC=CC=C2)C2C(CC(CC2)CN2C1CN(CC2CC1)C=1C=C2C(N(C(C2=CC1)=O)C1C(NC(CC1)=O)=O)=O)F